Fructosyl-Amin OCC1([C@@H](O)[C@H](O)[C@H](O1)CO)N